C(C)(C)(C)OC(=O)N1[C@@H](CC(C1)(C)O)C(=O)O (2S)-1-(tert-Butoxycarbonyl)-4-hydroxy-4-methylpyrrolidine-2-carboxylic acid